4-(7-formyl-6-hydroxy-1H-benzimidazol-2-yl)-benzoic acid methyl ester COC(C1=CC=C(C=C1)C1=NC2=C(N1)C(=C(C=C2)O)C=O)=O